1-bromodibenzofuran-2-ol BrC1=C(C=CC=2OC3=C(C21)C=CC=C3)O